[Br-].C(CCC)[PH2+]CCCCCCCCCCCC n-butyl-n-dodecyl-phosphonium bromide